3-(5-(5-(2-Chloro-4-methoxyphenyl)-1-(methyl-d3)-1H-pyrazol-4-yl)-1-oxoisoindolin-2-yl)piperidine-2,6-dione ClC1=C(C=CC(=C1)OC)C1=C(C=NN1C([2H])([2H])[2H])C=1C=C2CN(C(C2=CC1)=O)C1C(NC(CC1)=O)=O